6-(4-cyclopropyl-4H-1,2,4-triazol-3-yl)pyridin-2-amine C1(CC1)N1C(=NN=C1)C1=CC=CC(=N1)N